6-chloro-8-methoxy-imidazo[1,2-b]pyridazine ClC=1C=C(C=2N(N1)C=CN2)OC